B([O-])([O-])[O-].[NH2+]1NC=CC1.[NH2+]1NC=CC1.[NH2+]1NC=CC1 pyrazolinium borate